C(C#C)N(C1=CC=C(C(N[C@@H](CCC(=O)[O-])C(=O)O)=O)C=C1)CC1=CC=C2N=C(N)NC(=O)C2=C1 10-propargyl-5,8-dideazafolate